6,6-difluoro-2-azaspiro[3.4]octane FC1(CC2(CNC2)CC1)F